C(C)(=O)NC1=CC=C(C=C1)NC(C(O)C1=CC=C(C=C1)Cl)=O N-(4-acetamidophenyl)-2-(4-chlorophenyl)-2-hydroxyacetamide